2,3-dichloro-6-fluoro-benzaldehyde ClC1=C(C=O)C(=CC=C1Cl)F